C1(C=CC(CC1)C(C)C)(C)O menthen-1-ol